N-methoxyformyl-L-homoserine ethyl ester C(C)OC([C@@H](NC(=O)OC)CCO)=O